1-(1-(3-bromophenyl)-2,4-diphenyl-1H-imidazol-5-yl)ethan-1-one BrC=1C=C(C=CC1)N1C(=NC(=C1C(C)=O)C1=CC=CC=C1)C1=CC=CC=C1